[5-[6-[2-(cyclopropanecarbonylamino)imidazo[1,2-a]pyridin-5-yl]-1,3-benzodioxol-4-yl]-2-furyl]phosphonic acid C1(CC1)C(=O)NC=1N=C2N(C(=CC=C2)C=2C=C(C3=C(OCO3)C2)C2=CC=C(O2)P(O)(O)=O)C1